4-(2-(4-(4-isopropyl-3-methoxybenzyl)-2-(2-isopropylphenyl)piperazin-1-yl)-7-azaspiro[3.5]nonan-7-yl)benzamide C(C)(C)C1=C(C=C(CN2CC(N(CC2)C2CC3(C2)CCN(CC3)C3=CC=C(C(=O)N)C=C3)C3=C(C=CC=C3)C(C)C)C=C1)OC